(S)-2-{[7-(benzyloxy)benzo[d][1,3]dioxol-4-yl]methylamino}propanamide C(C1=CC=CC=C1)OC1=CC=C(C2=C1OCO2)CN[C@H](C(=O)N)C